C(C=C)(=O)N1C[C@@H](N(CC1)C=1C(N(C(=CC1)F)C=1C(=NC=CC1C)C(C)C)=O)C ((S)-4-propenoyl-2-methylpiperazin-1-yl)-6-fluoro-1-(2-isopropyl-4-methylpyridin-3-yl)-2-oxo-1,2-dihydropyridin